BrC=1N(N=C2C=CC(=C(C12)F)C#N)CC1=C2C=CN(C2=C(C=C1OC)C)C(=O)OC(C)(C)C tert-butyl 4-((3-bromo-5-cyano-4-fluoro-2H-indazol-2-yl)methyl)-5-methoxy-7-methyl-1H-indole-1-carboxylate